OC1CC(N(C(C1)(C)C)CCO)(C)C 4-Hydroxy-2,2,6,6-tetra-methylpiperidin-1-ethanol